C(C1=CC=CC=C1)N1C2=C(C3=CC=CC=C13)C=CN1C2=NC(=C1)C 11-Benzyl-2-methyl-11H-imidazo[1',2':1,2]pyrido[3,4-b]indole